(S)-N,N,2-trimethylpiperazine-1-carboxamide hydrochloride Cl.CN(C(=O)N1[C@H](CNCC1)C)C